N-(cyclobutylmethyl)-1-[6-[[4-(1H-pyrazolo[4,3-c]pyridin-4-yl)triazol-1-yl]methyl]-1H-indol-2-yl]methylamine C1(CCC1)CNCC=1NC2=CC(=CC=C2C1)CN1N=NC(=C1)C1=NC=CC2=C1C=NN2